O=C1NCCCCC1NC(OC(C)(C)C)=O tert-butyl (2-oxoazepan-3-yl)carbamate